C(C)(C)(C)OC(=O)N1CC(C1)C1=CC(=C(CN2CCC(CC2)C(=O)OC)C(=C1)C)C methyl 1-(4-(1-(tert-butoxycarbonyl)azetidin-3-yl)-2,6-dimethylbenzyl)-piperidine-4-carboxylate